tetrazoleacetic acid zinc-iron [Fe].[Zn].N1N=NN=C1CC(=O)O